[Cu](O)O.[Fe].C(CCCCCCC)OC(=O)C(C)C=1N=C(NC1)C1=CC=CC=C1 1-octyloxycarbonylethyl-2-phenyl-Imidazole iron-copper hydroxide